(1-(1-methylpiperidin-4-yl)-1H-pyrazol-4-yl)boronic acid CN1CCC(CC1)N1N=CC(=C1)B(O)O